ClC1=C(N(N=C1C(F)(F)F)C1=CC(=CC=C1)C(NC=1C=CC=2N(C1)N=C(N2)C)=O)COC2=CC=C(C(=O)OC(C)(C)C)C=C2 tert-Butyl 4-[[4-chloro-2-[3-[(2-methyl-[1,2,4]triazolo[1,5-a]pyridin-6-yl)carbamoyl]phenyl]-5-(trifluoromethyl)pyrazol-3-yl]methoxy]benzoate